4-methoxy-5-(3-(2-(2-methoxyphenyl)acetamido)propoxy)-2-nitrobenzoic acid methyl ester COC(C1=C(C=C(C(=C1)OCCCNC(CC1=C(C=CC=C1)OC)=O)OC)[N+](=O)[O-])=O